FC=1C=C(CC2=CC(=NC=C2)N2N=C(C(=C2)C(=O)OCC)OC)C=C(C1)C(F)(F)F Ethyl 1-(4-(3-fluoro-5-(trifluoromethyl)benzyl)pyridin-2-yl)-3-methoxy-1H-pyrazole-4-carboxylate